ClC1=CC=C(C=C1)S(=O)(=O)\C=C\C1=CC=CC=C1 (E)-1-chloro-4-(styrenesulfonyl)benzene